4-(3-(benzyloxy)propyl)-3,6-dichloro-5-methylpyridazine C(C1=CC=CC=C1)OCCCC1=C(N=NC(=C1C)Cl)Cl